3-[4-[3-fluoro-4-(methylamino)-1-piperidinyl]-3-methyl-2-oxo-benzimidazol-1-yl]piperidine-2,6-dione FC1CN(CCC1NC)C1=CC=CC=2N(C(N(C21)C)=O)C2C(NC(CC2)=O)=O